ClC=1C(=CC=C2N=CC(=NC12)C=1C=NN(C1)CC1CCN(CC1)C(C)C)OC=1C=CC2=C(NC(=N2)C)C1 8-chloro-2-(1-((1-isopropylpiperidin-4-yl)methyl)-1H-pyrazol-4-yl)-7-((2-methyl-1H-benzo[d]imidazol-6-yl)oxy)quinoxaline